1-(4-chlorophenyl)-3-(pyridin-3-yl)quinazoline-2,4(1H,3H)-dione ClC1=CC=C(C=C1)N1C(N(C(C2=CC=CC=C12)=O)C=1C=NC=CC1)=O